(5-methoxy-3-nitro-2-((4-(trifluoromethoxy) benzyl) oxy) phenyl) propanoate C(CC)(=O)OC1=C(C(=CC(=C1)OC)[N+](=O)[O-])OCC1=CC=C(C=C1)OC(F)(F)F